tetraoxetane lithium [Li].O1OOO1